FC1=C(C=CC(=C1C(=O)C1=NNC2=NC=C(C=C21)C2=CC=C(C=C2)C(C)C)F)NS(=O)(=O)CCC N-(2,4-Difluoro-3-(5-(4-isopropylphenyl)-1H-pyrazolo[3,4-b]pyridin-3-carbonyl)-phenyl)propan-1-sulfonamid